CN1C(C2=CC(=CC(=C2C=C1C1=CC=CC=C1)[C@@H](C)NC1=C(C(=O)O)C=CC=C1)C)=O (R)-2-((1-(2,7-dimethyl-1-oxo-3-phenyl-1,2-dihydroisoquinolin-5-yl)ethyl)amino)benzoic acid